C(C)OC(NC1=C(C=C(C=C1)NCC1=CC=C(C=C1)C(C)(C)C)C(F)(F)F)=O [4-(4-tert-Butyl-benzylamino)-2-trifluoromethyl-phenyl]-carbamic acid ethyl ester